O=S1(CC(CC1)N(C(=O)C1N(CCC1)S(=O)(=O)C1=CC=C(C)C=C1)CC=1OC=CC1)=O N-(1,1-dioxidotetrahydrothiophen-3-yl)-N-(furan-2-ylmethyl)-1-tosylpyrrolidine-2-carboxamide